(1R*,3R*,4R*)-3-azido-1-(3-(5-fluoropyrimidin-2-yl)benzyl)-4-methylcyclopentane-1-carboxylate N(=[N+]=[N-])[C@@H]1C[C@](C[C@H]1C)(C(=O)[O-])CC1=CC(=CC=C1)C1=NC=C(C=N1)F |o1:3,5,7|